2,3-dichloro-4-methylpyridine ClC1=NC=CC(=C1Cl)C